FC(C(=O)O)(F)F.NCC1CCC(CC1)SCC1=NC2=C(C=CC=C2C(N1)=O)C 2-(((4-(aminomethyl)cyclohexyl)thio)methyl)-8-methylquinazolin-4(3H)-one trifluoroacetate